2-bromo-6-(cyclopentyloxy)aniline BrC1=C(N)C(=CC=C1)OC1CCCC1